NC1=NC=CC=C1OC[C@@H](C(=O)O)NC(=O)OC(C)(C)C (S)-3-((2-aminopyridin-3-yl)oxy)-2-((tert-butoxycarbonyl)amino)propionic acid